1-Benzyl-4-(2-(hydroxymethyl)-3-methylphenyl)piperidin-4-ol C(C1=CC=CC=C1)N1CCC(CC1)(O)C1=C(C(=CC=C1)C)CO